CC([C@H]1CC[C@H]2[C@@H]3C(C=C4CC(CC[C@]4(C)[C@H]3CC[C@]12C)=O)=O)=O pregn-5-ene-3,7,20-trione